6-{[(1S)-1-phenylethyl]amino}-3-(propan-2-yl)-1,2,3,4-tetrahydropyrimidine-2,4-dione C1(=CC=CC=C1)[C@H](C)NC1=CC(N(C(N1)=O)C(C)C)=O